(R)-4-cyclopropyl-6-(3-(5-(3-hydroxy-1-methyl-2-oxopyrrolidin-3-yl)isoxazol-3-yl)phenyl)pyrimidine-2-carboxamide C1(CC1)C1=NC(=NC(=C1)C1=CC(=CC=C1)C1=NOC(=C1)[C@]1(C(N(CC1)C)=O)O)C(=O)N